FC=1C=C2C(=NC1N)OCCO2 7-fluoro-2,3-dihydro-[1,4]dioxino[2,3-b]pyridin-6-amine